4-(cyclopropylmethoxy)-N-(3,5-dichloro-1-oxido-4-pyridyl)-5-methoxypyridine-2-carboxamide C1(CC1)COC1=CC(=NC=C1OC)C(=O)NC1=C(C=[N+](C=C1Cl)[O-])Cl